Tert-butyl 6-[2-[(2S)-4-[6-(5-isopropoxy-1H-indazol-3-yl)pyrimidin-4-yl]-2-methyl-piperazin-1-yl]ethyl]-2,6-diazaspiro[3.3]heptane-2-carboxylate C(C)(C)OC=1C=C2C(=NNC2=CC1)C1=CC(=NC=N1)N1C[C@@H](N(CC1)CCN1CC2(CN(C2)C(=O)OC(C)(C)C)C1)C